OC=1C(=NC=CC1OC)C(=O)N[C@H](C(=O)ON(C)C(C1=CC=C(C=C1)OC)C1=CC=C(C=C1)OC)C [bis(4-methoxy phenyl)methyl-methyl-amino] (2S)-2-[(3-hydroxy-4-methoxy-pyridine-2-carbonyl) amino]propanoate